N-(3-(7-((3S,4S)-4-amino-3-methyl-2-oxa-8-azaspiro[4.5]decan-8-yl)-2,4-dioxa-1,2-dihydropteridin-3(4H)-yl)-2-chlorophenyl)-1-methyl-1H-indazole-7-carboxamide N[C@@H]1[C@@H](OCC12CCN(CC2)C2=CN=C1ON(ONC1=N2)C=2C(=C(C=CC2)NC(=O)C=2C=CC=C1C=NN(C21)C)Cl)C